Methyl [1,2,3]triazolo[1,5-a]quinoline-3-carboxylate N1=NC(=C2N1C1=CC=CC=C1C=C2)C(=O)OC